(R)-1-(5-(6-fluoropyridin-2-yl)-2,3-dihydro-1H-indene-2-carbonyl)indoline-6-sulfonamide FC1=CC=CC(=N1)C=1C=C2C[C@@H](CC2=CC1)C(=O)N1CCC2=CC=C(C=C12)S(=O)(=O)N